(4S)-6-fluoro-3,4-dihydro-2H-1-benzopyran-4-amine dihydrochloride Cl.Cl.FC=1C=CC2=C([C@H](CCO2)N)C1